2-(4-piperidinyl)acetamide trihydrochloride Cl.Cl.Cl.N1CCC(CC1)CC(=O)N